(E)- and (Z)-3-hexenylacetate C(CC=CCC)CC(=O)[O-]